2-methyl-7-nitroisoquinolin-1(2H)-one CN1C(C2=CC(=CC=C2C=C1)[N+](=O)[O-])=O